(S)-6-methyl-N-((S)-1-(5-(2-methylquinolin-6-yl)oxazol-2-yl)-7-oxononyl)-6-azaspiro[2.5]octane-1-carboxamide CN1CCC2(C[C@@H]2C(=O)N[C@@H](CCCCCC(CC)=O)C=2OC(=CN2)C=2C=C3C=CC(=NC3=CC2)C)CC1